1,4,10-Trioxadispiro[4.2.4.2]tetradecan-9-ol O1CCOC12CCC1(C(OCC1)O)CC2